1-[4-(4-Acetylpiperazine-1-carbonyl)phenyl]-3-[(1r,3R,5S,7r)-3,5-dimethyladamantan-1-yl]urea C(C)(=O)N1CCN(CC1)C(=O)C1=CC=C(C=C1)NC(=O)NC12C[C@]3(C[C@](CC(C1)C3)(C2)C)C